C1(=CC=CC=C1)C=1NC2=CC=CC=C2C1C(CC(F)(F)F)C1=C(C=CC=C1)N=C=S 2-phenyl-3-(3,3,3-trifluoro-1-(2-isothiocyanatophenyl)propyl)-1H-indole